Cl.CN(C)CC=CC(=O)Cl (dimethylamino)but-2-enoyl chloride hydrochloride